1-[4-(o-tolyl)piperazin-1-yl]-4-(3-pyridyl)butane-1,4-dione C1(=C(C=CC=C1)N1CCN(CC1)C(CCC(=O)C=1C=NC=CC1)=O)C